C(C(=O)OC1=C(C=C(C(=C1)Cl)Cl)Cl)(=O)OC1=C(C=C(C(=C1)Cl)Cl)Cl bis(2,4,5-trichlorophenyl) oxalate